O1C=CC2=C1C(=CC=C2)C2=NC1=C(C=C(C=C1C(N2C)=O)C)Br 2-(benzofuran-7-yl)-8-bromo-3,6-dimethylquinazolin-4(3H)-one